COC(=O)C1=C(C=C2C(=C(N(C2=C1)C)CCCCC)CC(=O)N)C 1,5-dimethyl-2-pentyl-3-(2-amino-2-oxoethyl)-1H-indole-6-carboxylic acid methyl ester